levulinic acid nicotine salt N1=CC=CC(=C1)C1N(C)CCC1.C(CCC(=O)C)(=O)O